((3S,4S)-8-(5-bromo-4-cyano-6-methylpyrimidin-2-yl)-3-methyl-2-oxa-8-azaspiro[4.5]dec-4-yl)carbamic acid tert-butyl ester C(C)(C)(C)OC(N[C@@H]1[C@@H](OCC12CCN(CC2)C2=NC(=C(C(=N2)C#N)Br)C)C)=O